3-(3-(4-((1-methyl-1H-pyrazol-3-yl)methyl)benzyl)isoxazol-5-yl)pyridin-2-amine CN1N=C(C=C1)CC1=CC=C(CC2=NOC(=C2)C=2C(=NC=CC2)N)C=C1